3'-Methyl-2-(3-methylbut-2-enoyl)-1'-(p-tolyl)-2H-spiro[phthalazine-1,4'-pyrazol]-5'(1'H)-one CC1=NN(C(C12N(N=CC1=CC=CC=C12)C(C=C(C)C)=O)=O)C1=CC=C(C=C1)C